2-[1-methyl-2-(4-phenoxyphenoxy)ethoxy]pyridine CC(COC1=CC=C(C=C1)OC1=CC=CC=C1)OC1=NC=CC=C1